ethyl (5-(3-chlorophenyl)-3-hydroxy-4-methylpicolinoyl)glycinate ClC=1C=C(C=CC1)C=1C(=C(C(=NC1)C(=O)NCC(=O)OCC)O)C